4-((hydroxyamino)methyl)-N-(4-(piperidin-1-yl)phenyl)-3-(trifluoromethyl)aniline ONCC1=C(C=C(NC2=CC=C(C=C2)N2CCCCC2)C=C1)C(F)(F)F